C(CCCCCCCCCCCCCCCCCCCCCCCCCCCCCCCC)(=O)OCCCCCCCC\C=C/CCCCCC palmitoleyl tritriacontanoate